N2-(4-chlorobenzyl)-1,3,4-thiadiazole-2,5-diamine ClC1=CC=C(CNC=2SC(=NN2)N)C=C1